C(C)N1C[C@@H]([C@H](CC1)C1=CC=C(C=C1)C=1C=C(C2=CN(N=C2C1C)C(C(=O)OCC)C1=C2N(C=N1)C[C@@H](C2)F)C)F ethyl 2-(6-(4-((3R,4R)-1-ethyl-3-fluoropiperidin-4-yl)phenyl)-4,7-dimethyl-2H-indazol-2-yl)-2-((R)-6-fluoro-6,7-dihydro-5H-pyrrolo[1,2-c]imidazol-1-yl)acetate